2-(2,6-dioxopiperidin-3-yl)-6-fluoro-1-oxoisoindoline-5-carboxylic acid O=C1NC(CCC1N1C(C2=CC(=C(C=C2C1)C(=O)O)F)=O)=O